tert-Butyl 7-(4-(2-((3,5-dihydroxy-3-methylpentyl)oxy)ethoxy)-1,3-dioxoisoindolin-2-yl)-4,6-dioxo-5-azaspiro[2.5]octane-5-carboxylate OC(CCOCCOC1=C2C(N(C(C2=CC=C1)=O)C1C(N(C(C2(CC2)C1)=O)C(=O)OC(C)(C)C)=O)=O)(CCO)C